1-(5-((5-chloro-4-(2-chlorophenyl)pyrimidin-2-yl)amino)pyridin-3-yl)pyrrolidin-2-one ClC=1C(=NC(=NC1)NC=1C=C(C=NC1)N1C(CCC1)=O)C1=C(C=CC=C1)Cl